Cl.C1(=CC=CC=C1)C1=NC2=CC(=NC=C2C=C1)CN 2-phenyl-1,6-naphthyridine-7-methanamine, hydrochloride